(4S)-N-[4-morpholino-8-(2,3,5-trifluorophenyl)-1,7-naphthyridin-3-yl]chromane-4-carboxamide O1CCN(CC1)C1=C(C=NC2=C(N=CC=C12)C1=C(C(=CC(=C1)F)F)F)NC(=O)[C@H]1CCOC2=CC=CC=C12